N-(4-cyclopropylpyridin-2-yl)-2-fluorobenzamid C1(CC1)C1=CC(=NC=C1)NC(C1=C(C=CC=C1)F)=O